3-((5,6-dichlorobenzo[d]oxazol-2-yl)amino)-2-fluoro-N-hydroxybenzamide ClC=1C(=CC2=C(N=C(O2)NC=2C(=C(C(=O)NO)C=CC2)F)C1)Cl